BrC=1C(=C(C=CC1)C=1N=C(C(=NC1)CNC1CCC(CC1)C(=O)OC)OC)C methyl (1r,4r)-4-(((5-(3-bromo-2-methylphenyl)-3-methoxypyrazin-2-yl)methyl)amino)cyclohexane-1-carboxylate